tert-butyl ((5-cyclohexylpyridin-2-yl)methyl)(pyridin-4-yl)carbamate C1(CCCCC1)C=1C=CC(=NC1)CN(C(OC(C)(C)C)=O)C1=CC=NC=C1